C(=O)(O)CCSC(=S)SC(CCC(=O)O)(C)C#N 4-((((2-carboxyethyl)thio)carbothioyl)thio)-4-cyanovaleric acid